FC1(CCN(CC1)CC(=O)N1CCC(CC1)C=1C=C2C(=C(NC2=CC1)C=1C=C(C=2N(C1)N=NN2)C)C(C)C)F 2-(4,4-difluoropiperidin-1-yl)-1-(4-(3-isopropyl-2-(8-methyltetrazolo[1,5-a]pyridin-6-yl)-1H-indol-5-yl)piperidin-1-yl)ethan-1-one